3-(methyl)cytidine CN1C(N([C@H]2[C@H](O)[C@H](O)[C@@H](CO)O2)C=CC1=N)=O